methyl (2S)-3-[3-bromo-5-(difluoromethyl)phenyl]-2-[(tert-butoxycarbonyl) amino]propanoate BrC=1C=C(C=C(C1)C(F)F)C[C@@H](C(=O)OC)NC(=O)OC(C)(C)C